N[C@H]1C[C@H](CC1)C(=O)O (1S,3R)-3-aminocyclopentanecarboxylic acid